2-amino-7-(2-(4-propylpiperazin-1-yl)pyrimidin-5-yl)pyrido[4,3-d]pyrimidine NC=1N=CC2=C(N1)C=C(N=C2)C=2C=NC(=NC2)N2CCN(CC2)CCC